[Zn+2].COC1=CC(=CC=C1O)\C=C\C(=O)CC(=O)\C=C\C1=CC=C(O)C(OC)=C1 curcumin zinc (II)